C1(=CC=CC=C1)N1N=NC(=C1)C=O 1-phenyl-4-methanoyl-1H-1,2,3-triazole